(S)-N-(3-(4-(2-amino-6-methylpyrimidin-4-yl)-1,4-oxazepan-3-yl)-4-chlorophenyl)acetamide NC1=NC(=CC(=N1)N1[C@H](COCCC1)C=1C=C(C=CC1Cl)NC(C)=O)C